2-(3-Formyl-4-isobutylphenyl)propionic acid C(=O)C=1C=C(C=CC1CC(C)C)C(C(=O)O)C